FC1=CC=C2C=C(NC2=C1)C=1C=NC(=NC1)N1CCC(CC1)=O 1-(5-(6-Fluoro-1H-indol-2-yl)pyrimidin-2-yl)piperidin-4-one